N-Trifluoromethyl-Aniline FC(NC1=CC=CC=C1)(F)F